N-(4-amino-1-((2-(trimethylsilyl)ethoxy)methyl)-1H-pyrazolo[4,3-c]pyridin-7-yl)-2-((2R,5S)-5-methyl-2-(tetrahydro-2H-pyran-4-yl)piperidin-1-yl)-2-oxoacetamide NC1=NC=C(C2=C1C=NN2COCC[Si](C)(C)C)NC(C(=O)N2[C@H](CC[C@@H](C2)C)C2CCOCC2)=O